NC=1NC2=CC(=C(C=C2C1C#N)C(F)(F)F)OC 2-amino-6-methoxy-5-(trifluoromethyl)-1H-indole-3-carbonitrile